5,7-dichloroquinoline ClC1=C2C=CC=NC2=CC(=C1)Cl